(S)-4-(2-(tert-Butoxycarbonylamino)-5-ureidopentanoylamino)-3,5-difluorobenzoic acid C(C)(C)(C)OC(=O)N[C@H](C(=O)NC1=C(C=C(C(=O)O)C=C1F)F)CCCNC(=O)N